ClC1=CC2=C(NCCCC2)C=C1 7-chloro-1,2,3,4-tetrahydro-5H-benzo[b]azepin